[Si](C)(C)(C(C)(C)C)OCCN1CC(CC1)NC=1C=C2C(=CN1)OC(=C2)C#N 5-((1-(2-((tert-butyldimethylsilyl)oxy)ethyl)pyrrolidin-3-yl)amino)furo[2,3-c]pyridine-2-carbonitrile